ethoxy-1-[5-(trifluoromethyl)pyridin-3-yl]ethanol C(C)OC(C)(O)C=1C=NC=C(C1)C(F)(F)F